O=C(CCCCCC(=O)O)OC(CC\C=C/CCC)CC\C=C/CCC 7-Oxo-7-[(4Z,11Z)-pentadeca-4,11-dien-8-yloxy]heptanoic acid